C(#N)C=1C(=CC(=NC1)NC(=O)N1CCCC2=CC(=C(N=C12)C=O)CN(C(=O)[C@@H]1OCCC1)C)O[C@@H]1COCC[C@H]1OC N-(5-Cyano-4-(((3R,4R)-4-methoxytetrahydro-2H-pyran-3-yl)oxy)pyridin-2-yl)-7-formyl-6-(((R)-N-methyltetrahydrofuran-2-carboxamido)methyl)-3,4-dihydro-1,8-naphthyridin-1(2H)-carboxamide